(E)-3-(4-chlorophenyl)-1-(4-methoxy-2-(3,4,5-trimethoxyphenoxy)phenyl)prop-2-en-1-one ClC1=CC=C(C=C1)/C=C/C(=O)C1=C(C=C(C=C1)OC)OC1=CC(=C(C(=C1)OC)OC)OC